C1(OC(CO1)CC(C(F)(F)F)(F)F)=O 2,2,3,3,3-pentafluoropropylethylene carbonate